di-tert-butylchromium chloride [Cl-].C(C)(C)(C)[Cr+]C(C)(C)C